[N+](=O)([O-])C=1C=CC(=C(C1)N1CCC2(CC2)CC1)N1N=CC(=C1)B1OC(C(O1)(C)C)(C)C 6-(5-nitro-2-(4-(4,4,5,5-tetramethyl-1,3,2-dioxaborolan-2-yl)-1H-pyrazol-1-yl)phenyl)-6-azaspiro[2.5]octane